octyl-nonylphenol C(CCCCCCC)C=1C(=C(C=CC1)O)CCCCCCCCC